ClC=1C=C(C=C(C1)C(F)(F)F)C1(CC(=NO1)C1=CC(=C(C(=O)Cl)C=C1)C)C(F)(F)F 4-(5-(3-chloro-5-(trifluoromethyl)phenyl)-5-(trifluoromethyl)-4,5-dihydroisoxazol-3-yl)-2-methylbenzoyl chloride